CC(C=O)[C@H](CCC=C(C)C)C (3S)-2,3,7-trimethyloct-6-enal